3-methyl-4-((9-methyl-3,9-diazaspiro[5.5]undec-3-yl)methyl)aniline CC=1C=C(N)C=CC1CN1CCC2(CC1)CCN(CC2)C